CC1=CC(=C(C2=C1C(=O)C3=C(C(=C(C(=C3O2)Cl)O)Cl)O)Cl)O The molecule is a member of the class of xanthones that is 9H-xanthen-9-one substituted by hydroxy groups at positions 1, 3 and 6, chloro groups at positions 2, 4 and 5 and a methyl group at position 8. It has been isolated from the lichen, Lecanora iseana. It has a role as a lichen metabolite. It is a member of xanthones, a polyphenol and an organochlorine compound.